C(C)OC(CCC(CC)OC1=C(C(=CC=C1)C(=O)N1C(CCCC1)CO)OC)=O 4-(2-(hydroxy-methyl)piperidine-1-carbonyl-2-Methoxyphenoxy)hexanoic acid ethyl ester